COC1=C(C2=CC=CC=C2C=C1)OCOC methoxy-1-(methoxymethoxy)naphthalene